C(C)(C)(C)C1N(CCC[C@@H]1C1=CC=C2C(=N1)SC(=C2)C(NC=2C=C(C=1N(C2)C=C(N1)C)F)=O)C(=O)O.ClC1=C(C(=CC(=C1)F)Cl)S 2,6-dichloro-4-fluorobenzenethiol tert-butyl-(3S)-3-[2-[(8-fluoro-2-methyl-imidazo[1,2-a]pyridin-6-yl)carbamoyl]thieno[2,3-b]pyridin-6-yl]piperidine-1-carboxylate